C(#N)C1=CC=C(CNC(=O)C=2C(N(C3=C(N=CC=C3C2)OCC2(CC2)S(N(C(CC)=O)COC)(=O)=O)C)=O)C=C1 N-(4-cyanobenzyl)-8-((1-(N-(methoxymethyl)-N-propionylsulfamoyl)cyclopropyl)methoxy)-1-methyl-2-oxo-1,2-dihydro-1,7-naphthyridine-3-carboxamide